(dimethylamide) titanium [Ti+4].C[N-]C.C[N-]C.C[N-]C.C[N-]C